COC(=O)[C@@H]1OC[C@@H](C1)NC(=O)[C@]1(CC(=NO1)C1=CC(=CC(=C1)F)F)C=C |o1:4,7| Methyl-rel-(2R,4R)-4-[[(5S)-3-(3,5-difluorophenyl)-5-vinyl-4H-isoxazole-5-carbonyl]amino]tetrahydrofuran-2-carboxylate